Lithium Borate Salt B([O-])([O-])[O-].[Li+].[Li+].[Li+]